C(=C\C\C=C/CC)/C=1SC=CC1 2-((1e,4z)-hept-1,4-dien-1-yl)thiophene